N1=CC(=CC=C1N)N Pyridine-3,6-diamine